O=C1NC(CCC1N1C(C2=CC(=C(C=C2C1=O)F)N1CCC(CC1)CCCCO)=O)=O 2-(2,6-Dioxopiperidin-3-yl)-5-fluoro-6-(4-(4-hydroxybutyl)piperidin-1-yl)isoindoline-1,3-dione